2-(2-(4-fluorophenoxy)acetamido)benzo[d]thiazole-6-carboxylic acid FC1=CC=C(OCC(=O)NC=2SC3=C(N2)C=CC(=C3)C(=O)O)C=C1